fluoro-3-(trifluoromethyl)-phenylacetic acid FC(C(=O)O)C1=CC(=CC=C1)C(F)(F)F